lithium 2-(tert-butyl)-2-phenylpropanedioate C(C)(C)(C)C(C(=O)[O-])(C(=O)[O-])C1=CC=CC=C1.[Li+].[Li+]